OC(C(=O)O)(CCCCCCCCCCCCCCCC)O.C=C ethylene bis-hydroxy-stearate